tert-butyl (S)-2-(((6-chloro-4-(2-((2,6-dimethylpyrimidin-4-yl)amino)pyrazolo[1,5-a]pyridin-5-yl)pyridin-3-yl)oxy)methyl)morpholine-4-carboxylate ClC1=CC(=C(C=N1)OC[C@@H]1CN(CCO1)C(=O)OC(C)(C)C)C1=CC=2N(C=C1)N=C(C2)NC2=NC(=NC(=C2)C)C